4-(1-(6-((tert-butyldimethylsilyl)oxy)spiro[3.3]heptan-2-yl)piperidin-4-yl)-3-fluoroaniline [Si](C)(C)(C(C)(C)C)OC1CC2(CC(C2)N2CCC(CC2)C2=C(C=C(N)C=C2)F)C1